Cl.Cl.FC(CNC1CCC(CC1)N)(F)F (1r,4r)-N1-(2,2,2-trifluoroethyl)cyclohexane-1,4-diamine dihydrochloride